COC(=O)C1CC(N(C(C1)C)CC1=C(C(=CC=C1)Cl)F)C 1-(3-chloro-2-fluorobenzyl)-2,6-dimethyl-piperidine-4-carboxylic acid methyl ester